8-(1-Ethyl-1H-pyrazol-4-yl)-1-(3-fluoro-5-methoxypyridin-2-yl)-7-methoxy-3-methyl-1,3-dihydroimidazo[4,5-c]quinolin-2-one C(C)N1N=CC(=C1)C1=CC=2C3=C(C=NC2C=C1OC)N(C(N3C3=NC=C(C=C3F)OC)=O)C